OC1=C(C=CC=C1)N1C(NC(=CC1)C1=C(C=CC=C1)[N+](=O)[O-])=O 1-[2-Hydroxyphenyl]-4-[2-nitrophenyl]-1,2,3,6-tetrahydropyrimidin-2-on